3'-(3,5-difluorophenyl)-1-(pyrazolo[1,5-a]pyrimidin-7-yl)dihydro-1'H,3'H,5'H-spiro[piperidine-4,6'-pyrrolo[1,2-c][1,3]oxazol]-5'-one FC=1C=C(C=C(C1)F)C1OCC2N1C(C1(C2)CCN(CC1)C1=CC=NC=2N1N=CC2)=O